ClC1=C2C(=NC=NC2=CC=C1NC(\C=C\CN(C)C)=O)NC=1C=C(C=CC1OC)C1=C(C=C(C=C1)F)F (E)-N-(5-chloro-4-((2',4'-difluoro-4-methoxy-[1,1'-biphenyl]-3-yl)amino)quinazoline-6-yl)-4-(dimethylamino)but-2-enamide